2-phenyl-N-(2-(propylsulfonyl)benzo[D]thiazol-6-yl)ethane-1-sulfonamide C1(=CC=CC=C1)CCS(=O)(=O)NC1=CC2=C(N=C(S2)S(=O)(=O)CCC)C=C1